ClC1=CC(=C(C=C1)C1=NC(=NC2=NC(=C(N=C12)C)C)C1=CN(S(CC1)(=O)=O)C=1C=NN(C1)C1CC1)F 4-[4-(4-chloro-2-fluoro-phenyl)-6,7-dimethyl-pteridin-2-yl]-2-(1-cyclopropylpyrazol-4-yl)-5,6-dihydrothiazine 1,1-dioxide